O-methyl acrylate C(C=C)(=O)OC